ClC=1C(=C(C(=C(C1)C(C)=O)O)I)F 1-(5-chloro-4-fluoro-2-hydroxy-3-iodophenyl)ethanone